9-(4-tert-Butylphenyl)-6-(2,6-dimethylphenyl)-2,2-dioxo-2λ6-thia-3,5,12,19-tetrazatricyclo[12.3.1.14,8]nonadeca-1(18),4(19),5,7,14,16-hexaen-13-one C(C)(C)(C)C1=CC=C(C=C1)C1C2=CC(=NC(NS(C=3C=CC=C(C(NCC1)=O)C3)(=O)=O)=N2)C2=C(C=CC=C2C)C